3-isobutoxy-6,6-dimethylcyclohex-2-en-1-one C(C(C)C)OC1=CC(C(CC1)(C)C)=O